FC=1C(=NC=C(C1)C(C(C(F)(F)F)(F)F)(F)F)C=1C(=C(C(=O)N)C=C(C1)[N+](=O)[O-])SC1=NN=NN1C(COCC(C)(C)O)(C)C [3-fluoro-5-(1,1,2,2,3,3,3-heptafluoropropyl)-2-pyridyl]-2-[1-[2-(2-hydroxy-2-methyl-propoxy)-1,1-dimethyl-ethyl]tetrazol-5-yl]sulfanyl-5-nitro-benzamide